7-bromo-1-oxo-4-(pyridin-4-yl)isoindoline-2-carboxylic acid tert-butyl ester C(C)(C)(C)OC(=O)N1C(C2=C(C=CC(=C2C1)C1=CC=NC=C1)Br)=O